CC=1SC=C(C1CCC1(CCN(CC1)CC=1C=NN(C1)C)COCC)C 4-(2-(2,4-dimethylthiophen-3-yl)ethyl)-4-(ethoxymethyl)-1-((1-methyl-1H-pyrazol-4-yl)methyl)piperidine